ClC=1C=CC2=C(NC(=N2)C=2C(=NC=C(C2N2CCC(CC2)NC(OCC2=CC=CC=C2)=O)C2=CC(=CC(=C2)C)F)N2CCNCC2)C1 benzyl (1-(3-(6-chloro-1H-benzo[d]imidazol-2-yl)-5-(3-fluoro-5-methylphenyl)-2-(piperazin-1-yl)pyridin-4-yl)piperidin-4-yl)carbamate